C12(CC3CC(CC(C1)C3)C2)C=2C=C(C=CC2OC)C2=C(C=C(C=C2)C=CC(=O)O)C(N)=O 3-(3'-Adamantan-1-yl-2-carbamoyl-4'-methoxy-biphenyl-4-yl)-acrylic acid